ClC1=C(C=CC=C1)CC1=CN=C(N1)[C@H]1N(C[C@@H](C1)O)C(=O)OC(C)(C)C tert-butyl (2S,4R)-2-[5-[(2-chlorophenyl)methyl]-1H-imidazol-2-yl]-4-hydroxypyrrolidine-1-carboxylate